methanesulfonylazanyl pivalate C(C(C)(C)C)(=O)ONS(=O)(=O)C